ClCC1=NC(=CC(=N1)O)C 2-(chloromethyl)-6-methylpyrimidin-4-ol